3-(4,4,5,5-tetramethyl-1,3,2-dioxaborolan-2-yl)-5-(1,3,5-trimethyl-1H-pyrazol-4-yl)pyridine CC1(OB(OC1(C)C)C=1C=NC=C(C1)C=1C(=NN(C1C)C)C)C